di-tert-butyl 2-vinylcyclopropane-1,1-dicarboxylate C(=C)C1C(C1)(C(=O)OC(C)(C)C)C(=O)OC(C)(C)C